((2S,4R,5R)-4-acetoxy-5-(2-amino-7-benzyl-8-oxo-7,8-dihydro-9H-purin-9-yl)tetrahydrofuran-2-yl)methylacetat C(C)(=O)O[C@@H]1C[C@H](O[C@H]1N1C2=NC(=NC=C2N(C1=O)CC1=CC=CC=C1)N)COC(C)=O